1,1,3,3-tetrakis(hydroxymethyl)urea OCN(C(=O)N(CO)CO)CO